NC1=C(N=CC(=N1)N1CCC2(CC1)OC1=C([C@H]2N[S@](=O)C(C)(C)C)C=CC=C1)SC1=C(C(=CC=C1)C=1OC=CN1)Cl (R)-N-((R)-1'-(6-amino-5-((2-chloro-3-(oxazol-2-yl)phenyl)sulfanyl)pyrazin-2-yl)-3H-Spiro[benzofuran-2,4'-piperidin]-3-yl)-2-methylpropane-2-sulfinamide